[Si](C1=CC=CC=C1)(C1=CC=CC=C1)(C(C)(C)C)OCC[C@@H](CO)NCC(F)F (S)-4-((tert-butyldiphenylsilyl)oxy)-2-((2,2-difluoroethyl)amino)butan-1-ol